N1C=C(C2=CC=CC=C12)C1=NC(=NC=C1C)Cl 4-(1H-indol-3-yl)-5-methylpyrimidin-2-yl chloride